ClC=1C=CC(=C(C1)C1=CC(N(C=C1OC)C(C(=O)OC(C)(C)C)CCOC)=O)N1N=NN=C1 tert-butyl 2-{4-[5-chloro-2-(1H-tetrazol-1-yl) phenyl]-5-methoxy-2-oxopyridin-1(2H)-yl}-4-methoxybutyrate